(S) or (R)-6-(2-hydroxypropan-2-yl)-N'-((3-oxo-1,2,3,5,6,7-hexahydro-s-indacen-4-yl)carbamoyl)pyridine-3-sulfonimidamide OC(C)(C)C1=CC=C(C=N1)[S@](=O)(N)=NC(NC1=C2C(CCC2=CC=2CCCC12)=O)=O |o1:10|